C(C1=CC=CC=C1)NC(N(C)C(C)C1=CNC(C2=C(C(=CC=C12)F)F)=O)=O 3-benzyl-1-(1-(7,8-difluoro-1-oxo-1,2-dihydroisoquinolin-4-yl)ethyl)-1-methylurea